C1CCC2=C(C=3CCCC3C=C12)NC(=O)NS(=O)(=O)C1=CC=CC=C1 N-((1,2,3,5,6,7-hexahydro-s-indacen-4-yl)carbamoyl)benzenesulfonamide